[N+](=O)([O-])C1=CC=C(C=C1)N1CCC(CC1)C=O 1-(4-Nitrophenyl)piperidine-4-carbaldehyde